N-((3S,4S)-3-Fluoro-1-(2-methoxyethyl)piperidin-4-yl)-6-(3-((2-methoxy-4-(methylsulfonyl)phenyl)amino)prop-1-yn-1-yl)-1-(2,2,2-trifluoroethyl)-1H-benzo[d]imidazole-4-carboxamide F[C@H]1CN(CC[C@@H]1NC(=O)C1=CC(=CC=2N(C=NC21)CC(F)(F)F)C#CCNC2=C(C=C(C=C2)S(=O)(=O)C)OC)CCOC